C(#N)N=NN cyano-triazene